(R)-α-methyl-N-[3-[3-(trifluoromethyl)phenyl]propyl]-1-naphthalenemethaneamine C[C@@H](NCCCC1=CC(=CC=C1)C(F)(F)F)C1=CC=CC2=CC=CC=C12